FC=1C(=NC(=CC1)OC)C(=O)N1C2COCC1CN(C2)CC2=C(N=C1N2C=CC=N1)C1=CC=C(C=C1)C(C)C (3-Fluoro-6-methoxypyridin-2-yl)(7-{[2-(4-isopropylphenyl)imidazo[1,2-a]pyrimidin-3-yl]methyl}-3-oxa-7,9-diazabicyclo[3.3.1]non-9-yl)methanone